2-amino-3-(5-bromo-2-chloro-phenyl)-N-[4-(4-methyl-1,2,4-triazol-3-yl)phenyl]propan-amide NC(C(=O)NC1=CC=C(C=C1)C1=NN=CN1C)CC1=C(C=CC(=C1)Br)Cl